C(#N)C1=CC(=NC=C1OC(F)F)NC(=O)[C@H]1CC(C2=C1C=NC=1N2N=C(C1)F)(C)C (S)-N-(4-cyano-5-(difluoromethoxy)pyridin-2-yl)-2-fluoro-8,8-dimethyl-7,8-dihydro-6H-cyclopenta[e]pyrazolo[1,5-a]pyrimidine-6-carboxamide